2-(4-ethyl-6-methylpyrazolo[1,5-a]pyrazin-2-yl)-7-[(3R)-4-(2-hydroxyethyl)-3-methylpiperazin-1-yl]-4H-pyrido[1,2-a]pyrimidin-4-one C(C)C=1C=2N(C=C(N1)C)N=C(C2)C=2N=C1N(C(C2)=O)C=C(C=C1)N1C[C@H](N(CC1)CCO)C